Cl.NC(C(=O)N1CCN(CC1)C(=O)NC1=NC(N(C=C1)C1=CC=C(C=C1)CN1CC2(CC2C1)CN)=O)(C)C 4-(2-Amino-2-methylpropanoyl)-N-[1-(4-{[1-(aminomethyl)-3-azabicyclo[3.1.0]hexan-3-yl]methyl}phenyl)-2-oxo-1,2-dihydropyrimidin-4-yl]piperazine-1-carboxamide Hydrochloride Salt